BrC1=CC=C(C=C1)NCC(COC=1C(OC2=CC=CC=C2C1C)=O)O 3-(((4-bromophenyl)amino)-2-hydroxypropoxy)-4-methyl-2H-chromen-2-one